1-vinyl-2-methylimidazoline C(=C)N1C(=NCC1)C